C(#N)N1CC(CC1)C(=O)NC=1SC2=C(N1)C=CC(=C2)C2CC2 1-cyano-N-(6-cyclopropylbenzo[d]thiazol-2-yl)pyrrolidine-3-carboxamide